C(N)(=O)C=1C=CC2=C(N(C(=N2)C(C)C)CC2=CC=C(C=C2)B(O)O)C1 4-((6-carbamoyl-2-isopropyl-1,3-benzodiazol-1-yl)methyl)phenylboronic acid